C(C1CO1)NC1=C(C=C(C=C1)NCC1CO1)CC1CO1 N,N'-diglycidyl-2-glycidyl-p-phenylenediamine